dicyclohexyl-(3,5-dimethoxyphenyl)phosphonium tetrafluoroborate F[B-](F)(F)F.C1(CCCCC1)[PH+](C1=CC(=CC(=C1)OC)OC)C1CCCCC1